NCC(O)C=1C=C(C=CC1)O 3-(2-amino-1-hydroxyethyl)phenol